B([O-])([O-])[O-].[Na+].[Cu](O)O.[Na+].[Na+] Copper Hydroxide Sodium Borate